C[C@@H]1N(CCOC1)C1=CC=C2C(=N1)N(C=C2C2=NC(=NC=C2C(F)(F)F)S(=O)(=O)C)S(=O)(=O)C2=CC=CC=C2 (S)-3-methyl-4-(3-(2-(methylsulfonyl)-5-(trifluoromethyl)pyrimidin-4-yl)-1-(benzenesulfonyl)-1H-pyrrolo[2,3-b]pyridin-6-yl)morpholin